BrC1=CC=2N(C=C1)C1=C(N2)CCCCC1=O 3-bromo-6,7,8,9-tetrahydro-10H-cyclohepta[4,5]imidazo[1,2-a]pyridin-10-one